5-(triethoxysilyl)norbornane-2-carboxylic acid C(C)O[Si](C1C2CC(C(C1)C2)C(=O)O)(OCC)OCC